C1(CC1)N(C(=O)C1=CN(C(C2=CC(=C(C=C12)OC)OC)=O)C1=CC=CC=2CCCCC12)C N-cyclopropyl-6,7-dimethoxy-N-methyl-1-oxo-2-(5,6,7,8-tetrahydronaphthalen-1-yl)-1,2-dihydroisoquinoline-4-carboxamide